7-((1H-imidazol-1-yl)methyl)-5-(2-(trifluoromethyl)pyridin-3-yl)-3,4-dihydroisoquinolin-1(2H)-one N1(C=NC=C1)CC1=CC(=C2CCNC(C2=C1)=O)C=1C(=NC=CC1)C(F)(F)F